COC(C1=C(N=CC(=C1)C1=CC=C(C=C1)N1CC2(COC2)C1)N)=O 5-(4-(2-oxa-6-azaspiro[3.3]heptan-6-yl)phenyl)-2-aminonicotinic acid methyl ester